4-methoxy-3-(5-(thiophen-2-yl)pyridin-3-yl)phenyl benzylcarbamate C(C1=CC=CC=C1)NC(OC1=CC(=C(C=C1)OC)C=1C=NC=C(C1)C=1SC=CC1)=O